ClC1=CC=C(S1)N1CCN(CC1)C=1SC(=CC1)Cl 1,4-bis(5-chlorothien-2-yl)piperazine